C[Si](CCOCN1N=NN=C1C(=O)OCC)(C)C ethyl 1-((2-(trimethylsilyl)ethoxy)methyl)-1H-tetrazole-5-carboxylate